N[C@H]1C[C@H](N(CC1)C(=O)N1CC2(CCCC2)CCC1)C1=CC(=CC=C1)F (R)-7-((2S,4R)-4-Amino-2-(3-fluorophenyl)piperidine-1-carbonyl)-7-azaspiro[4.5]decan